tert-butyl N-methyl-N-((S)-1-(4-morpholinobut-2-ynoyl)pyrrolidine-3-carbonyl)-L-valinate CN([C@@H](C(C)C)C(=O)OC(C)(C)C)C(=O)[C@@H]1CN(CC1)C(C#CCN1CCOCC1)=O